(1R,3R,5R)-2-((benzyloxy)carbonyl)-2-azabicyclo[3.1.0]hexane-3-carboxylic acid C(C1=CC=CC=C1)OC(=O)N1[C@@H]2C[C@@H]2C[C@@H]1C(=O)O